ClC1=NC=C(C(=N1)C=1C=C2C(=C(C(=NC2=CC1)C)C)C(C)C)F 6-(2-chloro-5-fluoropyrimidin-4-yl)-4-isopropyl-2,3-dimethylquinoline